Benzyl (3S)-3-[[(1S)-2-methoxy-2-oxo-1-[[(3S)-2-oxopyrrolidin-3-yl] methyl] ethyl] carbamoyl]hexahydropyridazine-1-carboxylate COC([C@H](C[C@H]1C(NCC1)=O)NC(=O)[C@H]1NN(CCC1)C(=O)OCC1=CC=CC=C1)=O